2-isoquinolin-3-yl-6-(3-pyridin-4-yl-propoxy)-3H-quinazolin-4-one hydrochloride Cl.C1=NC(=CC2=CC=CC=C12)C1=NC2=CC=C(C=C2C(N1)=O)OCCCC1=CC=NC=C1